1-(2-hydroxyethyl)pyridin-2(1H)-one OCCN1C(C=CC=C1)=O